[Ni].[Zr].[Nb] niobium-zirconium-nickel